ClC=1C=NC=C(C1[C@@H](C)OC=1C=C2C(=NNC2=CC1)C1=NC2=C(N1)CN(C2)C([C@H]2N(CCC2)C)=O)Cl 5-((R)-1-(3,5-dichloropyridin-4-yl)ethoxy)-3-(5-(methyl-L-prolyl)-1,4,5,6-tetrahydropyrrolo[3,4-d]imidazol-2-yl)-1H-indazole